(1S,2S)-N-(6-(((R)-1-(6-cyclopropyl-8-(2,4-dioxoimidazolidin-1-yl)imidazo[1,2-a]pyridin-2-yl)ethyl)amino)-2-methylpyrimidin-4-yl)-2-(4-methylpyrimidin-2-yl)cyclopropane-1-carboxamide C1(CC1)C=1C=C(C=2N(C1)C=C(N2)[C@@H](C)NC2=CC(=NC(=N2)C)NC(=O)[C@@H]2[C@H](C2)C2=NC=CC(=N2)C)N2C(NC(C2)=O)=O